CC1=CC(=NN1)C1=CSC=2N=C(N=C(C21)N)NC2CC1CCCC(C2)N1CC1=NC=CC=C1 (5-methyl-1H-pyrazol-3-yl)-N2-((3-exo)-9-(pyridin-2-ylmethyl)-9-azabicyclo[3.3.1]non-3-yl)thieno[2,3-d]pyrimidin-2,4-diamine